(2S,3R)-3-azido-1-(3-cyano-6-methyl-4-(trifluoromethyl)pyridin-2-yl)-N-methyl-N-(1-methyl-1H-pyrazol-3-yl)pyrrolidine-2-carboxamide N(=[N+]=[N-])[C@H]1[C@H](N(CC1)C1=NC(=CC(=C1C#N)C(F)(F)F)C)C(=O)N(C1=NN(C=C1)C)C